[O-2].[O-2].C[Ti+4]C dimethyl-titanium dioxide